(4-(((S)-1-((2,3-dichlorophenyl)amino)-4-hydroxybut-2-yl)amino)-6-(methylamino)-1,3,5-triazin-2-yl)-N-((2-oxopyrrolidin-3-yl)methyl)piperazine-2-carboxamide ClC1=C(C=CC=C1Cl)NC[C@H](CCO)NC1=NC(=NC(=N1)NC)N1C(CNCC1)C(=O)NCC1C(NCC1)=O